Cl.NC(C(=O)OC(CC)CC)C pentan-3-yl 2-aminopropionate hydrochloride